di-tertiary butyl-salicylic acid C(C)(C)(C)C=1C(=C(C(C(=O)O)=CC1)O)C(C)(C)C